5,7-dimethoxy-3-(3-((7,8-dimethylquinazolin-4-yl)thio)propoxy)-2-(3,4,5-trimethoxyphenyl)-4H-chromen-4-one COC1=C2C(C(=C(OC2=CC(=C1)OC)C1=CC(=C(C(=C1)OC)OC)OC)OCCCSC1=NC=NC2=C(C(=CC=C12)C)C)=O